C(C)OC(C=1N(C=2CC(CC(C2C1)=O)(C)C)C1=CC=CC=C1)C1=CC=CC=C1 2-(ethoxy(phenyl)methyl)-6,6-dimethyl-1-phenyl-1,5,6,7-tetrahydro-4H-indol-4-one